N,N-dimethyl-1,2,3,4-tetrahydroisoquinolin-7-amine hydrochloride Cl.CN(C1=CC=C2CCNCC2=C1)C